sodium methylenedimethylnaphthalenesulfonate C=CC1=C(C2=CC=CC=C2C=C1C)S(=O)(=O)[O-].[Na+]